2-Bromo-7-fluoro-5-methyl-4,5,6,7-tetrahydropyrazolo[1,5-a]pyrazine BrC1=NN2C(CN(CC2F)C)=C1